N8-benzyl-3-isopropyl-N6-(4-pyridylmethyl)-[1,2,4]triazolo[4,3-b]pyridazine-6,8-diamine C(C1=CC=CC=C1)NC=1C=2N(N=C(C1)NCC1=CC=NC=C1)C(=NN2)C(C)C